N1=C(C=CC=C1)C(=O)C1=CC=NC=C1 pyridine-2-yl-(pyridine-4-yl)methanone